ClC1=CC=C(C(=O)OOC(C2=CC=C(C=C2)Cl)=O)C=C1 Bis-(4-chloro-benzoyl) peroxid